NCCN(CCC(=O)N)CC=1N=CNC1 3-[(2-aminoethyl)(1H-imidazol-4-ylmethyl)amino]propanamide